(E)-4-oxo-1,4-dihydropyridine O=C1C=CNC=C1